methyl 3-benzoylamino-2-fluorobenzoate C(C1=CC=CC=C1)(=O)NC=1C(=C(C(=O)OC)C=CC1)F